OC1=C(C=C(C=C1C)C1=NNC(C2=CC=CC=C12)=O)C 4-(4-Hydroxy-3,5-dimethylphenyl)-1(2H)-phthalazinone